O=CCCN(C(OC(C)(C)C)=O)CCC1=CC(=CC=C1)OC1=CC=CC=C1 t-butyl (3-oxopropyl)(3-phenoxyphenethyl)carbamate